C(C)(C)[Si](C#CC1=CC=CC2=CC(=CC(=C12)B1OCC(C(O1)(C)C)(C)C)OCOC)(C(C)C)C(C)C triisopropyl-((6-(methoxymethoxy)-8-(4,4,5,5-tetramethyl-1,3,2-Dioxaborin-2-yl)naphthalen-1-yl)ethynyl)silane